(1-(aminomethyl)cyclopropyl)sulfamide NCC1(CC1)NS(=O)(=O)N